(E)-3-(3-(2-(5-bromo-1H-indole-2-carbonyl)hydrazino)-3-oxoprop-1-en-1-yl)-1-octylpyridin BrC=1C=C2C=C(NC2=CC1)C(=O)NNC(/C=C/C=1CN(C=CC1)CCCCCCCC)=O